tert-butyl (((2S,3S)-5-chloro-3-hydroxy-2-phenyl-4-(4,4,5,5-tetramethyl-1,3,2-dioxaborolan-2-yl)-2,3-dihydrobenzofuran-2-yl)methyl)carbamate ClC=1C=CC2=C([C@@H]([C@](O2)(C2=CC=CC=C2)CNC(OC(C)(C)C)=O)O)C1B1OC(C(O1)(C)C)(C)C